2-thioxo-2,3-dihydro-1H-pyrrolo[3,2-d]pyrimidin-4(5H)-one S=C1NC(C2=C(N1)C=CN2)=O